BrC1=CC=C(C(=N1)N1[C@@H]2C[C@]2(CC1)CNS(=O)(=O)CCC=C)C=C (1R,3S,5R)-N-(6-Bromo-3-vinylpyridin-2-yl)-5-((but-3-en-1-ylsulfonamido)methyl)-2-azabicyclo[3.1.0]hexane